(2-chlorophenyl)-7-cyclopentyl-2-((5-(piperazin-1-yl)pyridin-2-yl)amino)-7H-pyrrolo[2,3-d]pyrimidine-6-carboxamide ClC1=C(C=CC=C1)C=1C2=C(N=C(N1)NC1=NC=C(C=C1)N1CCNCC1)N(C(=C2)C(=O)N)C2CCCC2